N1CCC(C2=CC=CC=C12)=O 1,2,3,4-tetrahydroquinolin-4-one